4-(2-bromo-1-(2-methoxyphenyl)ethyloxyl)tetrahydro-2H-pyran BrCC(C1=C(C=CC=C1)OC)OC1CCOCC1